The molecule is the hydrochloride salt of cycloguanil. It is an organic molecular entity and a hydrochloride. It contains a cycloguanil. CC1(N=C(N=C(N1C2=CC=C(C=C2)Cl)N)N)C.Cl